C(C)(C)(C)OC(N(C(=O)OC(C)(C)C)CC1=C(C(=C(C=C1)C1=NN(C(=C1C#N)N)C(C(F)(F)F)C)OC)[N+](=O)[O-])=O tert-butyl(4-(5-amino-4-cyano-1-(1,1,1-trifluoropropan-2-yl)-1H-pyrazol-3-yl)-3-methoxy-2-nitrobenzyl)(tert-butoxycarbonyl)carbamate